FC(C/C(=C(\C=1C=C2C(=NN(C2=CC1)C1OCCCC1)F)/C=1C=CC(=NC1)O[C@H]1CN(CCC1)C(=O)[O-])/C1=CC=CC=C1)(F)F (3R)-3-((5-((Z)-4,4,4-trifluoro-1-(3-fluoro-1-(tetrahydro-2H-pyran-2-yl)-1H-indazol-5-yl)-2-phenylbut-1-en-1-yl)pyridin-2-yl)oxy)piperidine-1-carboxylate